N1CCC(CC1)COC1=CC2=C(NC(=N2)CC2=CC=NC=C2)C=C1 5-(piperidin-4-ylmethoxy)-2-(pyridin-4-ylmethyl)-1,3-benzodiazole